BrC1=CC2=C(SC(=C2)C(=O)O)C=C1C(F)(F)P([O-])([O-])=O ((5-BROMO-2-(CARBOXY)BENZO[B]THIOPHEN-6-YL)DIFLUOROMETHYL)PHOSPHONATE